tert-Butyl((7-methoxychroman-4-yl)oxy)dimethylsilane C(C)(C)(C)[Si](C)(C)OC1CCOC2=CC(=CC=C12)OC